C(C)C(C(C)(F)F)OC1=CC=C(C=N1)C=1N=CC(=NC1)NN [5-[6-(1-ethyl-2,2-difluoro-propoxy)-3-pyridyl]pyrazin-2-yl]hydrazine